C[C@@]12C(CC[C@H]1[C@@H]1CC[C@H]3CC=CC[C@]3(C)[C@H]1CC2)=O 5α-androst-2-en-17-one